(R)-3-chloro-1-(3-fluorophenyl)propan-1-ol ClCC[C@@H](O)C1=CC(=CC=C1)F